BrC=1C=C(N2N=CN=C(C21)N)CC=2N=NN(C2)C2=C(C=CC=C2)F 5-bromo-7-{[1-(2-fluorophenyl)-1H-1,2,3-triazol-4-yl]methyl}pyrrolo[2,1-f][1,2,4]triazin-4-amine